C1(CC1)C1=NN(C2=CC=C(C=C12)C1=CN=C2N1N=C(C=C2)N2C[C@@H](O[C@@H](C2)C)C)C (2S,6R)-4-(3-(3-cyclopropyl-1-methyl-1H-indazol-5-yl)imidazo[1,2-b]pyridazin-6-yl)-2,6-dimethylmorpholine